C(C)NC(=O)N1CCC(CC1)CNC1=C2C=NN(C2=CC(=C1)N1CCN(CC1)C)CCCN1CCOCC1 N-ethyl-4-(((6-(4-methylpiperazin-1-yl)-1-(3-morpholinopropyl)-1H-indazol-4-yl)amino)methyl)piperidine-1-carboxamide